C(C)(SCCC#C)=O S-(but-3-yn-1-yl) ethanethioate